N-{4-chloro-2-[(2,4-dimethoxyphenyl)methyl]-1-(2-methylphenyl)-3-oxo-1H,2H,3H-pyrrolo[3,4-c]pyridin-7-yl}-3-fluoro-5-(trifluoromethyl)benzamide ClC1=NC=C(C2=C1C(N(C2C2=C(C=CC=C2)C)CC2=C(C=C(C=C2)OC)OC)=O)NC(C2=CC(=CC(=C2)C(F)(F)F)F)=O